NC1=NC=CC(=N1)C1=C(C=2C(NCCC2N1)=O)NC1=C(C(=C(C=C1)F)Cl)OC 2-(2-aminopyrimidin-4-yl)-3-[(3-chloro-4-fluoro-2-methoxyphenyl)amino]-1H,5H,6H,7H-pyrrolo[3,2-c]pyridin-4-one